BrC1=C(C(=CC(=C1)C(C)OC)F)OC 1-bromo-3-fluoro-2-methoxy-5-(1-methoxyethyl)benzene